CN1C(=CC2=CC=CC=C12)C1=CC=CC=C1 1-Methyl-2-phenyl-1H-indole